N1NCNC2=CC=CC=C12 1,2,3,4-tetrahydroaza-quinoxaline